6-methoxyspiro(isochromene-1,1'-isoindoline) COC=1C=C2C=COC3(NCC4=CC=CC=C34)C2=CC1